CC=1C=CC(=NC1)S(=O)(=O)C1=CC=C(C(=O)O)C=C1 4-[(5-methyl-2-pyridinyl)sulfonyl]benzoic acid